C1(=CC=CC=2C3=CC=CC=C3NC12)C1=CC(=CC=C1)C1=CC=CC=2C3=CC=CC=C3NC12 1,3-bis(9H-carbazolyl)benzene